C(C1=CC=CC=C1)OC(=O)NC1CCC(CC1)NC([O-])=O (4-(((benzyloxy)carbonyl)amino)cyclohexyl)carbamate